C(C)(C)(C)N(C(O)=O)C1CCN(CC1)CC1=CC=C(C=C1)N1C(=NC=2C1=NC(=CC2)C2CC2)C=2C(=NC=CC2)N.C2(=CC(=CC=C2)C(=O)OOC(C)CCC(C)OOC(=O)C=2C=C(C=CC2)C)C 2,5-bis(m-toluoyl-peroxy)hexane tert-butyl-(1-(4-(2-(2-aminopyridin-3-yl)-5-cyclopropyl-3H-imidazo[4,5-b]pyridin-3-yl)benzyl)piperidin-4-yl)carbamate